ClC=1C=CC(=C(C1)CC(=O)NC1=CC(=NC=C1)C(=O)O)OCC1=CC=C(C=C1)OC 4-[[2-[5-chloro-2-[(4-methoxyphenyl)methoxy]phenyl]acetyl]amino]pyridine-2-carboxylic acid